bis[2-t-butyl-4-Methyl-6-(3-t-butyl-5-methyl-2-hydroxybenzyl)phenyl]terephthalate C(C)(C)(C)C1=C(C(=CC(=C1)C)CC1=C(C(=CC(=C1)C)C(C)(C)C)O)OC(C1=CC=C(C(=O)OC2=C(C=C(C=C2CC2=C(C(=CC(=C2)C)C(C)(C)C)O)C)C(C)(C)C)C=C1)=O